2-(((5-(tert-butyl)-6-chloro-1H-indazol-3-yl)amino)methyl)-4-methylthiazole-5-carboxamide C(C)(C)(C)C=1C=C2C(=NNC2=CC1Cl)NCC=1SC(=C(N1)C)C(=O)N